ClC=1C=C(C=CC1)CCN1CC(C(C1)C)COC1=CC=C(C=C1)S(=O)(=O)CCOC 1-[2-(3-chlorophenyl)ethyl]-3-{[4-(2-methoxyethanesulfonyl)phenoxy]methyl}-4-methylpyrrolidine